P(=O)(=O)C(C#CP(=O)=O)CCCC di-Phosphoheptyn